N-(2-ethynyl-thiazol-4-yl)piperazine-1-carboxamide C(#C)C=1SC=C(N1)NC(=O)N1CCNCC1